Hexane-3-one CCC(CCC)=O